C(CCCCCCCCCCC)C1=C(C=CC=C1)S(=O)(=O)OC(=CCCC)C1=CC=C(C=C1)OC (dodecylbenzenesulfonyloxy)-4-methoxyphenylpentene